(6-amino-2-ethylbenzo-furan-3-yl-4,5,7-d3)(3,5-dibromo-4-hydroxyphenyl)methanone NC1=C(C2=C(C(=C(O2)CC)C(=O)C2=CC(=C(C(=C2)Br)O)Br)C(=C1[2H])[2H])[2H]